S1C=C(C2=C1NC=C2)N2N=CC(=C2C(F)(F)F)C(=O)NC2=CC(=NC=C2)C(F)(F)F 1-(6H-thieno[2,3-b]pyrrol-3-yl)-5-(trifluoromethyl)-N-(2-(trifluoromethyl)pyridin-4-yl)-1H-pyrazole-4-carboxamide